P(=O)(O)([O-])[O-].[Na+].C(CC(O)(C(=O)O)CC(=O)O)(=O)O.[Na+] citric acid sodium hydrogen phosphate